9,9-bis(4-(3-hydroxy-2,2-dimethylpropoxy)-phenyl)fluorene OCC(COC1=CC=C(C=C1)C1(C2=CC=CC=C2C=2C=CC=CC12)C1=CC=C(C=C1)OCC(CO)(C)C)(C)C